C1C#CCCCCC1 cyclooct-2-yn